FC(OCC1CCNCC1)(F)F 4-[(trifluoromethoxy)methyl]piperidin